Ethyl 2-(4-((4-(4-methoxyphenyl)-5-oxo-4,5-dihydro-1H-1,2,4-triazol-1-yl)methyl)-2-methylphenoxy)-2-methylpropionate COC1=CC=C(C=C1)N1C=NN(C1=O)CC1=CC(=C(OC(C(=O)OCC)(C)C)C=C1)C